O1CCC(CC1)C1=NC=C(C=N1)C(=O)OC methyl 2-(oxan-4-yl)pyrimidine-5-carboxylate